(R)-4-(3-{5-[(R)-(1,3-Dimethyl-azetidin-3-yl)-hydroxy-(4-isopropyl-phenyl)-methyl]-pyridin-3-yl}-[1,2,4]oxadiazol-5-yl)-1-methyl-pyrrolidin-2-one CN1CC(C1)(C)[C@@](C=1C=C(C=NC1)C1=NOC(=N1)[C@@H]1CC(N(C1)C)=O)(C1=CC=C(C=C1)C(C)C)O